ethyl 2-(benzo[d]oxazol-2-ylamino)-1-methyl-1H-benzo[d]imidazole-5-carboxylate O1C(=NC2=C1C=CC=C2)NC2=NC1=C(N2C)C=CC(=C1)C(=O)OCC